1-(9Z-tetradecenoyl)-glycero-3-phospho-(1'-sn-glycerol) CCCC/C=C\CCCCCCCC(=O)OC[C@H](COP(=O)(O)OC[C@H](CO)O)O